C1(CCCCC1)C(=O)O.CC1=C(C(C=2C=C3C=4C=C(C=CC4N(C3=CC2)CC)CC(=O)CC2CCCC2)=NO)C=CC=C1 1-(6-o-methylbenzoyl-9-ethylcarbazol-3-yl)-(3-cyclopentylacetone)-1-oxime cyclohexanecarboxylate